4-(2-Fluorophenyl)-5-hydroxy-5-methylfuran-2(5H)-one FC1=C(C=CC=C1)C1=CC(OC1(C)O)=O